(S)-1-(2-fluoro-4,5-dihydroxybenzyl)-3,4-dimethyl-2-oxo-N-(2,4,6-trifluorobenzyl)-1,2,3,4-tetrahydroquinazoline-7-carboxamide FC1=C(CN2C(N([C@H](C3=CC=C(C=C23)C(=O)NCC2=C(C=C(C=C2F)F)F)C)C)=O)C=C(C(=C1)O)O